ClC=1C(=C(C=CC1)C1[C@H](NC(C1(C#N)C1=C(C=C(C=C1)Cl)F)CC(C)(C)C)C(=O)N)F l-3-(3-chloro-2-fluoro-phenyl)-4-(4-chloro-2-fluoro-phenyl)-4-cyano-5-(2,2-dimethylpropyl)pyrrolidine-2-carboxamide